ClC1=CC(=C2C(=N1)C(=NN2C(C)C)C)NC 5-chloro-1-isopropyl-N,3-dimethyl-1H-pyrazolo[4,3-b]pyridin-7-amine